(S)-N-(1-cyanocyclopropyl)-4-(4-(cyanomethyl)-3-methylpiperazin-1-yl)-9H-pyrimido[4,5-b]indole-7-sulfonamide C(#N)C1(CC1)NS(=O)(=O)C1=CC=C2C3=C(NC2=C1)N=CN=C3N3C[C@@H](N(CC3)CC#N)C